C(C)OC(CCC(=O)C1=NC2=C(C=CC=C2C(=C1O)C#N)C1=CC=CC=C1)=O 4-(4-cyano-3-hydroxy-8-phenyl-quinolin-2-yl)-4-oxo-butyric acid ethyl ester